[N+](=O)([O-])C1=CC=C(OC(=O)OC(C)(P(OC)(OC)=O)P(OC)(OC)=O)C=C1 tetramethyl (1-{[(4-nitrophenoxy)carbonyl]oxy}ethane-1,1-diyl)bis(phosphonate)